N=1C=CN2C1CN(CC2)C(=O)C=2N=C1N(N2)[C@@H](C[C@@H]1F)C1=CC=CC=C1 |r| 6,8-dihydro-5H-imidazo[1,2-a]pyrazin-7-yl-[rac-(5S,7S)-7-fluoro-5-phenyl-6,7-dihydro-5H-pyrrolo[1,2-b][1,2,4]triazol-2-yl]methanone